2-(4-bromo-2-methylbenzyl)-1,3,4-oxadiazole BrC1=CC(=C(CC=2OC=NN2)C=C1)C